C(C)(=O)OCCCCC(=O)O[C@@H]1CC[C@@]2([C@H]3CC[C@@]4([C@H](CC[C@H]4[C@@H]3CC[C@H]2C1)C(C)=O)C)C [(3R,5S,8R,9S,10S,13S,14S,17S)-17-acetyl-10,13-dimethyl-2,3,4,5,6,7,8,9,11,12,14,15,16,17-tetradecahydro-1H-cyclopenta[a]phenanthren-3-yl] 5-acetoxypentanoate